3-(1-cyclopentyl-1H-benzo[d][1,2,3]triazol-5-yl)-5-(3-(trifluoro-methyl)phenyl)-1,2,4-oxadiazole C1(CCCC1)N1N=NC2=C1C=CC(=C2)C2=NOC(=N2)C2=CC(=CC=C2)C(F)(F)F